ClC=1N=NC(=CC1OCCC1OCCC(C1)N)Cl [2-(3,6-dichloropyridazin-4-yl)oxyethyl]tetrahydropyran-4-amine